2-[[4-fluoro-2-(trifluoromethyl)phenyl]([5H,6H,7H,8H-pyrido[3,4-d]pyrimidin-4-yl])amino]ethan-1-ol FC1=CC(=C(C=C1)N(CCO)C=1C2=C(N=CN1)CNCC2)C(F)(F)F